(6-Fluoro-1H-pyrrolo[3,2-b]pyridin-2-yl)(4-(2-(trifluoromethyl)phenyl)piperidin-1-yl)methanon FC=1C=C2C(=NC1)C=C(N2)C(=O)N2CCC(CC2)C2=C(C=CC=C2)C(F)(F)F